2-(((2-butylbenzo-[d]oxazol-6-yl)-oxy)difluoro-methyl)prop-2-en-1-amine hydrochloride Cl.C(CCC)C=1OC2=C(N1)C=CC(=C2)OC(C(CN)=C)(F)F